2-(2,6-dioxopiperidin-3-yl)-5-((5-(5-((1r,3r)-3-((5-(5-methyl-5H-pyrido[4,3-b]indol-7-yl)pyridin-2-yl)oxy)cyclobutoxy)pyridin-2-yl)pent-4-yn-1-yl)oxy)isoindoline-1,3-dione O=C1NC(CCC1N1C(C2=CC=C(C=C2C1=O)OCCCC#CC1=NC=C(C=C1)OC1CC(C1)OC1=NC=C(C=C1)C=1C=CC=2C3=C(N(C2C1)C)C=CN=C3)=O)=O